(2-hydroxyethyl)-triethyl-ammonium iodide [I-].OCC[N+](CC)(CC)CC